NC1=CC=C(CC=2C(OC3=CC(=CC=C3C2C)OCCOC=2C(=[N+](ON2)[O-])S(=O)(=O)C2=CC=CC=C2)=O)C=C1 4-(2-(3-(4-aminobenzyl)-4-methyl-2-oxo-2H-chromen-7-yloxy)ethoxy)-3-(benzenesulfonyl)-1,2,5-oxadiazole-2-oxide